C(C1=CC=CC=C1)N1CCOC2=C1C=C(C=C2OCCCN2CCCC2)N 4-benzyl-8-(3-pyrrolidin-1-ylpropoxy)-2,3-dihydro-1,4-benzoxazin-6-amine